C(C)(C)(C)OC(=O)N[C@@H](C(=O)NC(C(C(=O)OC)(C)C)C)CC1=CC(=C(C=C1)OC)Cl methyl 3-((R)-2-((tert-butoxycarbonyl) amino)-3-(3-chloro-4-methoxyphenyl)-propionamido)-2,2-dimethylbutyrate